1-isopropyl-4-methyl-cyclohexane-1,3-diene C(C)(C)C1=CC=C(CC1)C